FC1=C(C2=C(C=C(C=C2C=C1)O[Si](C(C)C)(C(C)C)C(C)C)B1OC(C(O1)(C)C)(C)C)C#C[Si](C(C)C)(C(C)C)C(C)C 2-[2-fluoro-8-(4,4,5,5-tetramethyl-1,3,2-dioxaborolan-2-yl)-6-[(triisopropylsilyl)oxy]naphthalen-1-yl]ethynyltriisopropylsilane